COC1=C(C=CC=C1)N1N=C(N(C1=O)C)C(=O)N 1-(2-methoxyphenyl)-4-methyl-5-oxo-4,5-dihydro-1H-1,2,4-triazole-3-carboxamide